C(C)(C)(C)C1=CC=C(C=C1)C1=CN=CO1 5-(4-(tert-butyl)phenyl)oxazole